Cl.Cl.N[C@@H]1CN(C[C@@H](C1)C)C1=C(C=NC=C1)NC(=O)C=1C(=C(C(=CC1)F)C1=C(C=C(C=C1F)N1CCOCC1)F)F N-(4-((3S,5R)-3-amino-5-methylpiperidin-1-yl)pyridin-3-yl)-2,2',6,6'-tetrafluoro-4'-morpholino-[1,1'-biphenyl]-3-carboxamide dihydrochloride